ClC1=CC(=C2CN(CC2=C1)C(=O)C=1C=NN(C1)C)[C@H]1N(CCC1)C(=O)O (S)-2-(6-chloro-2-(1-methyl-1H-pyrazole-4-carbonyl)isoindolin-4-yl)pyrrolidine-1-carboxylic acid